C1(CCC1)C=1C(=NN(C1NC(CC1(CC1)C(F)(F)F)=O)C)C1(CCC1)C(F)(F)F N-(4-cyclobutyl-1-methyl-3-(1-(trifluoromethyl)cyclobutyl)-1H-pyrazol-5-yl)-2-(1-(trifluoromethyl)cyclopropyl)acetamide